(S)-6-methyl-N-((S)-1-(5-(9-methyl-9H-carbazol-3-yl)-1H-imidazol-2-yl)-7-oxononyl)-6-azaspiro[2.5]octane-1-carboxamide CN1CCC2(C[C@@H]2C(=O)N[C@@H](CCCCCC(CC)=O)C=2NC(=CN2)C=2C=CC=3N(C4=CC=CC=C4C3C2)C)CC1